tridecanoic acid-d25 C(C(C(C(C(C(C(C(C(C(C(C(C([2H])([2H])[2H])([2H])[2H])([2H])[2H])([2H])[2H])([2H])[2H])([2H])[2H])([2H])[2H])([2H])[2H])([2H])[2H])([2H])[2H])([2H])[2H])([2H])[2H])(=O)O